benzyl (S)-((4,4-difluorocyclohexyl)(6-(hydroxymethyl)-7-(methyl(tetrahydro-2H-pyran-4-yl)amino)imidazo[1,2-b]pyridazin-2-yl)methyl)carbamate FC1(CCC(CC1)[C@@H](C=1N=C2N(N=C(C(=C2)N(C2CCOCC2)C)CO)C1)NC(OCC1=CC=CC=C1)=O)F